CCCCCCCCCCCCCCCCCCCCCC(=O)O[C@H](CO/C=C\CCCCCCCCCCCCCCCCCC)COP(=O)(O)OC[C@@H](C(=O)O)N 1-(1Z-eicosenyl)-2-docosanoyl-glycero-3-phosphoserine